FC(C1(CC1)COCC1=NN(C=C1)C1=NC=C(C(=O)N)C=C1)(F)F 6-(3-(((1-(trifluoromethyl)cyclopropyl)methoxy)methyl)-1H-pyrazol-1-yl)nicotinamide